(3-methyl-1,2,3,4,4a,5-hexaHydrobenzo[b]pyrazino[1,2-d][1,4]oxazin-8-yl)-1,2-dihydro-3H-pyrazole CN1CC2N(C3=C(OC2)C=C(C=C3)N3NCC=C3)CC1